2-((pyridin-4-ylmethyl)amino)ethyl (S)-6-diazo-2-((R)-2-methoxypropanamido)-5-oxohexanoate [N+](=[N-])=CC(CC[C@@H](C(=O)OCCNCC1=CC=NC=C1)NC([C@@H](C)OC)=O)=O